N1(CC1)CCC(=O)O.N1(CC1)CCC(=O)O.N1(CC1)CCC(=O)O.C(O)C(CC)(CO)CO trimethylolpropane-tri(3-aziridinyl propionate)